OC=1C(=C(C(=CC1)C)NC(=O)C=1C(=NC(=NC1)NC1=CC(=C(C=C1)C1CCN(CC1)C)C)OC)C N-(3-hydroxy-2,6-dimethylphenyl)-4-methoxy-2-((3-methyl-4-(1-methylpiperidin-4-yl)phenyl)amino)pyrimidine-5-carboxamide